C(C1=CC=CC=C1)(C1=CC=CC=C1)[C@@H](C(=O)NC1=CC=C(C=C1)C1=NN=CN1C)NC(OC(C)(C)C)=O tert-butyl N-[(1S)-1-benzhydryl-2-[4-(4-methyl-1,2,4-triazol-3-yl)anilino]-2-oxo-ethyl]carbamate